2-(4-bromophenyl)-2,3-naphthyridin-1-one BrC1=CC=C(C=C1)N1C(C2=CC=CC=C2C=N1)=O